monosilicon isobutane CC(C)C.[Si]